(1S,2S)-2-(3-chlorophenyl)-N-(4-(((6-cyclopropyl-8-(N-methylmethylsulfonamido)imidazo[1,2-a]pyridin-2-yl)methyl)amino)pyridin-2-yl)cyclopropane-1-carboxamide, formic acid salt C(=O)O.ClC=1C=C(C=CC1)[C@@H]1[C@H](C1)C(=O)NC1=NC=CC(=C1)NCC=1N=C2N(C=C(C=C2N(S(=O)(=O)C)C)C2CC2)C1